C(C)S(=O)(=O)OC1CCS(C1)(=O)=O 4-ethylsulfonyloxytetrahydrothiophene-1,1-dioxide